(((5-oxopyrrolidin-3-yl)methyl)carbamoyl)piperidine-1-carboxylic acid benzyl ester C(C1=CC=CC=C1)OC(=O)N1C(CCCC1)C(NCC1CNC(C1)=O)=O